C[C@H]1CN(C[C@H](N1)C)C1=CC=CC(=N1)C=1C=NN2C1C=C(C=C2)C(F)(F)F 3-[6-[(3S,5R)-3,5-dimethylpiperazin-1-yl]-2-pyridyl]-5-(trifluoromethyl)pyrazolo[1,5-a]pyridine